8-(4-bromophenyl)-1,4-dioxaspiro[4.5]dec-7-ene BrC1=CC=C(C=C1)C1=CCC2(OCCO2)CC1